tert-butyl 3-chloro-2-[methoxy (methyl)carbamoyl]-4H,6H,7H,8H-pyrazolo[1,5-a][1,4]diazepine-5-carboxylate ClC=1C(=NN2C1CN(CCC2)C(=O)OC(C)(C)C)C(N(C)OC)=O